S(=O)(=O)(O)O.O1CCN(CC1)CCC(C(=O)N)CCC (2-morpholinoethyl)-pentanamide monosulfate